ethyl 2-(2-ethoxy-2-oxoethyl)-5-methoxy-4-(methoxy-d3)benzoate C(C)OC(CC1=C(C(=O)OCC)C=C(C(=C1)OC([2H])([2H])[2H])OC)=O